2-methylbenzoic acid methyl ester COC(C1=C(C=CC=C1)C)=O